2-[(6,8-dichloroimidazo[1,2-a]pyridin-2-yl)methyl]-4-methyl-N-phenyl-5-thiazolecarboxamide ClC=1C=C(C=2N(C1)C=C(N2)CC=2SC(=C(N2)C)C(=O)NC2=CC=CC=C2)Cl